C=1C=C(CN2C=CC=CC12)C(=O)OC Methyl quinolizine-3-carboxylate